CC1=CC=C(C=C1)S(=O)(=O)N/N=C/C=1C=NC(=CC1)C(F)(F)F 4-methyl-N-[(E)-[6-(trifluoromethyl)-3-pyridyl]methyleneamino]benzenesulfonamide